COC1=CC=C(CN(S(=O)(=O)[C@H](CC)CC=C)CC2=CC=C(C=C2)OC)C=C1 (R)-N,N-BIS(4-METHOXYBENZYL)HEX-5-ENE-3-SULFONAMIDE